CN1C=C(C=C(C1=O)C)C=1C=C(C=CC1OC1COCCC1)NS(=O)(=O)CC N-[3-(1,5-dimethyl-6-oxopyridin-3-yl)-4-(oxan-3-yloxy)phenyl]ethanesulfonamide